phenanthren-3-yl (4-nitrophenyl) carbonate C(OC=1C=CC=2C=CC3=CC=CC=C3C2C1)(OC1=CC=C(C=C1)[N+](=O)[O-])=O